[Cl-].C(CCCCCCCCCCCCCCCCC)C(C[NH2+]CCC[Si](OC)(OC)OC)[NH3+].[Cl-] octadecyl-N2-(3-(trimethoxysilyl)propyl)ethane-1,2-diaminium chloride